COC1=NC(=CC(=C1)CN1CCN(CC1)C=1C=CC(=NC1C)C(=O)NC)NC(=O)NC 5-(4-((2-methoxy-6-(3-methylureido)pyridin-4-yl)methyl)piperazin-1-yl)-N,6-dimethylpicolinamide